O1[C@@H]2[C@H](N(CC1)C(=O)OCC1=CC=CC=C1)CN(C2)C(=O)OC(C)(C)C (cis)-4-benzyl 6-tert-butyl hexahydropyrrolo[3,4-b][1,4]oxazine-4,6-dicarboxylate